Dimethyl(6-{tris[(2S,5Z)-undec-5-en-2-yloxy]silyl}hexyl)amine CN(CCCCCC[Si](O[C@@H](C)CC\C=C/CCCCC)(O[C@@H](C)CC\C=C/CCCCC)O[C@@H](C)CC\C=C/CCCCC)C